N1=CC=C(C=C1)C=1NC=C(N1)C(=O)N 2-(pyridin-4-yl)-1H-imidazole-4-carboxamide